C(#N)C(C(=O)N1C(CCC1)CCC(=O)N[C@@H](CC1=CC=CC=C1)B(O)O)=CC(C)C ((1R)-1-(3-(1-(2-cyano-4-methylpent-2-enoyl)pyrrolidin-2-yl)propionamido)-2-phenylethyl)boronic acid